C(C)(C)(C)C1=C(C2=C(N=CN=C2Cl)S1)N1CCOCC1 4-(6-(tert-Butyl)-4-chlorothieno[2,3-d]pyrimidin-5-yl)morpholine